ClC1=CC=C(C(=N1)C(=O)NS(=O)(=O)C)N[C@H](C)C=1C=C(C=C2C(N(C(=NC12)N1C[C@H](CCC1)C#N)C)=O)C 6-chloro-3-(((R)-1-(2-((S)-3-cyanopiperidin-1-yl)-3,6-dimethyl-4-oxo-3,4-dihydroquinazolin-8-yl)ethyl)amino)-N-(methylsulfonyl)picolinamide